O(C=1C(C=C(N(C1)CCCCCCCCCCCCCCCC)C#N)=O)C=1C(C=C(N(C1)CCCCCCCCCCCCCCCC)C#N)=O 5,5'-oxybis(N-hexadecyl-2-cyano-pyridin-4-one)